3-((4-chloro-3-methylbenzyl)oxy)cyclobutanol ClC1=C(C=C(COC2CC(C2)O)C=C1)C